1,2-bis(bromomethyl)-4-(trifluoromethyl)benzene BrCC1=C(C=C(C=C1)C(F)(F)F)CBr